C(#N)C1=CC(=C(C=C1)/C=C/C(=O)OC)[N+](=O)[O-] Methyl (2E)-3-(4-cyano-2-nitrophenyl)-2-propenoate